CC(C)(SCC(=O)O)SCC(=O)O propane-2,2-diyl-bis(thio)diacetic acid